NC1=C(C(C(O1)([2H])C1=CC=C(C(=O)O[2H])C=C1)=O)OS(=O)(=O)C([2H])([2H])C1=C(C(=C(C(=C1[2H])[2H])[2H])[2H])[2H] 4-(5-amino-3-oxo-4-((((phenyl-d5)methyl-d2)sulfonyl)oxy)-2,3-dihydrofuran-2-yl-2-d)benzoic acid-d